2-(((1H-imidazol-5-yl)methyl)(4-methoxybenzyl)amino)ethanol N1C=NC=C1CN(CCO)CC1=CC=C(C=C1)OC